BrC(C(=O)OCC(CCCC)CC)CCCC 2-ethylhexyl α-bromohexanoate